4,4'-(1,3-dithiolane-2,2-diyl)diphenol S1C(SCC1)(C1=CC=C(C=C1)O)C1=CC=C(C=C1)O